ClC=1C(=C(C(=NC1)OC)[N+](=O)[O-])C 5-chloro-2-methoxy-4-methyl-3-nitropyridine